FC(C=1C(=C(C=CC1)[C@@H](C)NC=1C2=C(N=CN1)N(C(C(=C2)C=2CCS(CC2)=O)=O)C)F)F 4-(((R)-1-(3-(difluoromethyl)-2-fluorophenyl)ethyl)amino)-8-methyl-6-(1-oxido-3,6-dihydro-2H-thiopyran-4-yl)pyrido[2,3-d]pyrimidin-7(8H)-one